4-(5-isopropyl-4-(2-(3-methylbenzylidene)hydrazinyl)-7-phenyl-5H-pyrrolo[3,2-d]pyrimidin-2-yl)Morpholine C(C)(C)N1C=C(C=2N=C(N=C(C21)NN=CC2=CC(=CC=C2)C)N2CCOCC2)C2=CC=CC=C2